methyl (((6-hydroxy-3'-methyl-4-pentyl-[1,1'-biphenyl]-2-yl)oxy)methyl)(methyl)carbamate OC1=CC(=CC(=C1C1=CC(=CC=C1)C)OCN(C(OC)=O)C)CCCCC